mono-octyl phenyl ether C1(=CC=CC=C1)OCCCCCCCC